1-((5S)-5-methyl-9-(4-(((tetrahydro-2H-pyran-2-yl)oxy)methyl)-2-oxabicyclo[2.2.2]octan-1-yl)-5,6-dihydroimidazo[1,5-a]pyrazolo[5,1-c]pyrazin-3-yl)ethan-1-one C[C@H]1CN2C(C=3N1C(=NC3)C(C)=O)=CC(=N2)C23OCC(CC2)(CC3)COC3OCCCC3